Cl.COC1=NC(=CC(=C1C#N)C=1C=NC=CC1)C1=CC=CC=C1 2'-methoxy-6'-phenyl-[3,4']bipyridinyl-3'-carbonitrile HCl salt